Cl.FC=1C=C(C=C2C(=CC(=NC12)C)C(C)(C)O)C1=NC(=NC=C1F)NC1=NC=C(C=C1)N1CCNCC1 2-(8-Fluoro-6-(5-fluoro-2-((5-(piperazin-1-yl)pyridin-2-yl)amino)pyrimidin-4-yl)-2-methylquinolin-4-yl)propan-2-ol hydrochloride